(4-(4-((1H-indol-5-yl)oxy)piperidin-1-yl)-6-chloro-5-methylpyrimidin-2-yl)methanol N1C=CC2=CC(=CC=C12)OC1CCN(CC1)C1=NC(=NC(=C1C)Cl)CO